NC1=NN(C=C1)C1=CC=C(C=C1)C(CN(C)C)=O 1-[4-(3-aminopyrazol-1-yl)phenyl]-2-(dimethylamino)ethanone